5-Glucosylhydroxymethylcytosine C1=C(C(=NC(=O)N1CO)N)C2[C@@H]([C@H]([C@@H]([C@H](O2)CO)O)O)O